5-Bromo-7-(3,3-difluoroazetidin-1-yl)pyrazolo[1,5-a]pyridine BrC1=CC=2N(C(=C1)N1CC(C1)(F)F)N=CC2